COC1=C2C=C(N(C2=CC=C1)CC1=NC=CC=C1)C(=O)O 4-methoxy-1-(2-pyridylmethyl)indole-2-carboxylic Acid